S(CCC(=O)[O-])CCC(=O)OCCCCCCCCCCCCCCCC(C)C iso-stearyl thiodipropionate